2-(4-((2S,5R)-4-(bis(4-fluorophenyl)methyl)-2,5-dimethylpiperazin-1-yl)-1H-[1,2,4]triazolo[3,4-b]purin-1-yl)-N,N-dimethylethan-1-amine FC1=CC=C(C=C1)C(N1C[C@@H](N(C[C@H]1C)C=1C=2N=CN(C2N2C(N1)=NN=C2)CCN(C)C)C)C2=CC=C(C=C2)F